COC1=C(C=C2C3=C(N(C2=C1)C)C(=NC=C3)C)N3CCN(CC3)C(=O)C3=C(N=C(S3)C)C(F)(F)F (4-(7-methoxy-1,9-dimethyl-9H-pyrido[3,4-b]indol-6-yl)piperazin-1-yl)(2-methyl-4-(trifluoromethyl)thiazol-5-yl)methanone